O=C(C(=O)OC(C)CC)C(C(=O)OC(C)CC)=O di-sec-butyl 2,3-dioxosuccinate